C(C(C)C)C1=NC2=CC=CC=C2C=C1 Isobutyl-quinoline